N-((6-hydrazineylpyridin-3-yl)(methyl)(oxo)-λ6-sulfaneylidene)cyanamide N(N)C1=CC=C(C=N1)S(=NC#N)(=O)C